C(C)(=O)NC1=CC=C(C=N1)NC1=NC=CC(=N1)C(=O)NC=1C=NC=CC1C1=CC=CC=C1 2-((6-Acetylaminopyridin-3-yl)amino)-N-(4-phenylpyridin-3-yl)pyrimidine-4-carboxamide